2-[5-[4-(2-morpholinoethyl)piperazin-1-yl]-2-[4-(trifluoromethyl)phenyl]pyrazol-3-yl]propan-2-ol O1CCN(CC1)CCN1CCN(CC1)C=1C=C(N(N1)C1=CC=C(C=C1)C(F)(F)F)C(C)(C)O